ethyl 1-(2-chloro-5-fluorophenyl)-8-(3-fluoro-5-(trifluoromethyl)benzamido)-3-oxo-1,2,3,4-tetrahydropyrrolo[1,2-a]pyrazine-6-carboxylate ClC1=C(C=C(C=C1)F)C1C=2N(CC(N1)=O)C(=CC2NC(C2=CC(=CC(=C2)C(F)(F)F)F)=O)C(=O)OCC